COC(=O)C1C(C1C(=O)O)(C)C 3-(methoxycarbonyl)-2,2-dimethylcyclopropane-1-carboxylic acid